N-[4-[(6,7-dimethoxy-1,5-naphthyridin-4-yl)oxy]-3-fluorophenyl]-5-(4-fluoro-2,6-dimethylphenyl)-1-methyl-4-oxopyridine-3-carboxamide COC=1N=C2C(=CC=NC2=CC1OC)OC1=C(C=C(C=C1)NC(=O)C1=CN(C=C(C1=O)C1=C(C=C(C=C1C)F)C)C)F